ethyl 5-((4-bromophenyl) thio)-1-(4-methoxybenzyl)-1H-1,2,3-triazole-4-carboxylate BrC1=CC=C(C=C1)SC1=C(N=NN1CC1=CC=C(C=C1)OC)C(=O)OCC